(4-(2-(2-Aminopyridin-3-yl)-5-bromo-3H-imidazo[4,5-b]pyridin-3-yl)phenyl)methan-d2-ol NC1=NC=CC=C1C1=NC=2C(=NC(=CC2)Br)N1C1=CC=C(C=C1)C(O)([2H])[2H]